C(#N)C=1C=C(C=CC1)N1C(N(C(C1)C#N)C1=CN=CC2=CC=CC=C12)=O 1-(3-cyanophenyl)-3-(isoquinolin-4-yl)-2-oxoimidazoline-4-carbonitrile